FC1=C(C=CC=C1)P(C1=CC=CC=C1)C#CCCCC (2-fluorophenyl)(1-hexynyl)(phenyl)phosphine